CC1=NC(=NC(=C1)C)NC1=NC=C(C(=O)NOCC)C=C1 6-((4,6-dimethylpyrimidin-2-yl)amino)-N-ethoxynicotinamide